C(C)[C@H]1OC2=C(N=CC=3C=CC=CC23)CN(C1)C(=O)OC(C)(C)C tert-butyl (R)-2-ethyl-2,3-dihydro-[1,4]oxazepino[6,7-C]isoquinoline-4(5H)-carboxylate